OCC1(CC1)N 1-(hydroxymethyl)cyclopropylamine